BrC[C@](C(=O)NC1=CC(=C(C=C1)C#N)Cl)(C)O (R)-3-bromo-N-(3-chloro-4-cyanophenyl)-2-hydroxy-2-methylpropanamide